NC[C@H](N)C(=O)O 3-aminoalanine